N-((6-(2-(oxazol-4-yl)ethyl)-5-(trifluoromethoxy)-1H-indol-2-yl)methyl)pyrrolidine-1-carboxamide O1C=NC(=C1)CCC1=C(C=C2C=C(NC2=C1)CNC(=O)N1CCCC1)OC(F)(F)F